COC(=O)C1N(CC(C1)O[Si](C1=CC=CC=C1)(C1=CC=CC=C1)C(C)(C)C)C(=O)OC(C)(C)C 4-((tert-butyldiphenylsilyl)oxy)pyrrolidine-1,2-dicarboxylic acid 1-(tert-butyl) 2-methyl ester